tripropyl-phosphonium formate C(=O)[O-].C(CC)[PH+](CCC)CCC